C(CCC=C)OC=1C=C(C=NC1)B(O)O (5-(pent-4-en-1-yloxy)pyridin-3-yl)boronic acid